Cl[C@@H]1[C@@H]2CC[C@H]([C@H]1S(=O)(=O)C1=CC=C(C)C=C1)C2 (1R,2R,3R,4S)-2-chloro-3-tosylbicyclo[2.2.1]heptane